[Ca+2].C(CCCCCCCCCCC)C1=C(C=CC=C1)S(=O)(=O)[O-].C(CCCCCCCCCCC)C1=C(C=CC=C1)S(=O)(=O)[O-] dodecylbenzenesulphonic acid, calcium salt